N-{4-chloro-3-[5-fluoro-6-oxo-4-(thiophen-2-yl)-1,6-dihydropyrimidin-2-yl]benzyl}isobutyramide ClC1=C(C=C(CNC(C(C)C)=O)C=C1)C=1NC(C(=C(N1)C=1SC=CC1)F)=O